2-(5-(4'-Nitro-[1,1'-biphenyl]-3-yl)-1,2,4-oxadiazol-3-yl)pyrrolidine-1-carbonitrile [N+](=O)([O-])C1=CC=C(C=C1)C1=CC(=CC=C1)C1=NC(=NO1)C1N(CCC1)C#N